CN1C=C(C2=C(C=CC=C12)CO)S(=O)(=O)C=1C=NC(=CC1C)N1C=NC(=C1)C [1-methyl-3-[[4-methyl-6-(4-methylimidazol-1-yl)-3-pyridyl]sulfonyl]indol-4-yl]methanol